C(C)NCCNCC N,N'-diethyl-1,2-ethylenediamine